N[C@@H]1C2=CC=CC=C2CC12CCN(CC2)C=2NC(C1=C(N2)NN=C1C(=C)C=1C=C(C(NC1)=O)C(=O)OC)=O (S)-methyl 5-(1-(6-(1-amino-1,3-dihydro-spiro[indene-2,4'-piperidine]-1'-yl)-4-oxo-4,5-dihydro-1H-pyrazolo[3,4-d]pyrimidin-3-yl) vinyl)-2-oxo-1,2-dihydropyridine-3-carboxylate